FC=1C(=C(C(=C(C1)[B-](C1=C(C(=C(C(=C1)F)F)F)F)(C1=C(C(=C(C(=C1)F)F)F)F)C1=C(C(=C(C(=C1)F)F)F)F)F)F)F.C(CCCCCCCCCCCCC)[NH+](C1=CC=CC=C1)CCCCCCCCCCCCCC N,N-Ditetradecylanilinium tetrakis(tetrafluorophenyl)borate